CC1=NC=C(C(=C1)C1=CC=2N(C=C1)N=C(C2)NC(=O)C2CC2)OC2CCC(CC2)=O N-(5-(2-methyl-5-((4-oxocyclohexyl)oxy)pyridin-4-yl)pyrazolo[1,5-a]pyridin-2-yl)cyclopropanecarboxamide